N-[(dimethylamino)methylene]-5-nitro-2-[5-(trifluoromethyl)pyridin-3-yl]benzenesulfonamide CN(C)C=NS(=O)(=O)C1=C(C=CC(=C1)[N+](=O)[O-])C=1C=NC=C(C1)C(F)(F)F